2-(2-Cyclopropylphenyl)-5-methoxy-N-(4-(5-methyl-3-(trifluoromethyl)-1H-pyrazol-1-yl)benzyl)pyrimidin-4-amine C1(CC1)C1=C(C=CC=C1)C1=NC=C(C(=N1)NCC1=CC=C(C=C1)N1N=C(C=C1C)C(F)(F)F)OC